4-(piperazin-1-yl)quinoline di-HCl salt Cl.Cl.N1(CCNCC1)C1=CC=NC2=CC=CC=C12